NC1=C(C=CC(=C1)C1=NN=C(N1N)SCC1=CC=C(C=C1)OC)S 2-amino-4-(4-amino-5-((4-methoxybenzyl)thio)-4H-1,2,4-triazol-3-yl)benzenethiol